NC1=NC(=CC(=N1)C=1C=C(C=C(C#N)C1)C)C=1N=NN(C1)CC1=NC(=CC=C1)COC 5-[2-amino-6-(1-{[6-(methoxymethyl)-2-pyridinyl]methyl}-1H-1,2,3-triazol-4-yl)-4-pyrimidinyl]-3-methylbenzonitrile